N-(3-methyloxetan-3-yl)imidazo[1,5-a]pyridine-6-sulfonamide CC1(COC1)NS(=O)(=O)C=1C=CC=2N(C1)C=NC2